COC(=O)C1=CC2=C(OCCCS2(=O)=O)C=C1 3,4-dihydro-2H-benzo[b][1,4]oxathiepine-7-carboxylic acid methyl ester 5,5-dioxide